C(C)N1N=CC2=C1N=C(C=C2O)C 1-ethyl-6-methyl-1H-pyrazolo[3,4-b]pyridin-4-ol